CC1CN(CCN1C)C1=C(C(=CC=C1)N)N 3-(3,4-dimethylpiperazin-1-yl)benzene-1,2-diamine